CNC1=NC=NC2=C1NC=N2 N6-Methyladenine